tert-butyl (S)-3-((1-(tert-butoxy)-3-methyl-1-oxobutan-2-yl)(methyl)carbamoyl)-3-fluoroazetidine-1-carboxylate C(C)(C)(C)OC([C@H](C(C)C)N(C(=O)C1(CN(C1)C(=O)OC(C)(C)C)F)C)=O